1,4-dimethylolbenzene C(O)C1=CC=C(C=C1)CO